1-{4-[(4-{2-Fluoro-4-[3-(5-methyl-1,3,4-oxadiazol-2-yl)phenoxy]anilino}-7-methoxyquinazolin-6-yl)oxy]piperidin-1-yl}prop-2-en-1-one FC1=C(NC2=NC=NC3=CC(=C(C=C23)OC2CCN(CC2)C(C=C)=O)OC)C=CC(=C1)OC1=CC(=CC=C1)C=1OC(=NN1)C